3-[(4-tert-butylphenyl)sulfanyl]-N-hydroxypyridine-4-carboximidamide C(C)(C)(C)C1=CC=C(C=C1)SC=1C=NC=CC1C(NO)=N